NCCCC(=O)NC=1C=C(C=CC1O[Si](C)(C)C(C)(C)C)C[C@@H](CC(C(=O)OCC)C)NC(=O)OC(C)(C)C ethyl (4R)-5-(3-(4-aminobutyrylamino)-4-((tert-butyldimethylsilyl) oxy) phenyl)-4-((tert-butoxycarbonyl) amino)-2-methylpentanoate